O=C1NC(CCC1C1=NN(C2=C(C=CC=C12)OC1CCN(CC1)C(C(=O)NC1=C(C=CC=C1)OC)=O)C)=O 2-(4-((3-(2,6-Dioxopiperidin-3-yl)-1-methyl-1H-indazol-7-yl)oxy)piperidin-1-yl)-N-(2-methoxyphenyl)-2-oxoacetamide